F[P-](F)(F)(F)(F)F.[N+]1(=NNC2=C1C=CC=C2)[O-] 3H-benzotriazole-1-oxide hexafluorophosphate